BrC1=C(CC=2C(=C(C=C(C2)F)N=CN(C)CC)C)C=CC=C1 N'-(3-(2-bromobenzyl)-5-fluoro-2-methylphenyl)-N-ethyl-N-methylformimidamide